4-(4-(benzofuran-5-yl)furan-2-yl)-4-oxobutyric acid O1C=CC2=C1C=CC(=C2)C=2C=C(OC2)C(CCC(=O)O)=O